[Na].FC1=C(C=C(C=C1)C)[C@H](C)NC1=NC(N(C(N1)=O)C1CCOCC1)=O (S)-6-((1-(2-fluoro-5-methylphenyl)ethyl)amino)-3-(tetrahydro-2H-pyran-4-yl)-1,3,5-triazine-2,4(1H,3H)-dione sodium salt